BrC1=C(CN(C(OC(C)(C)C)=O)C)C=CC=C1 tert-butyl 2-bromobenzyl(methyl)carbamate